(S)-(4-(5-chloro-3-methyl-2-(piperidin-3-yloxy)phenyl)pyrrolo[2,1-f][1,2,4]triazin-6-yl)methanol hydrochloride Cl.ClC=1C=C(C(=C(C1)C1=NC=NN2C1=CC(=C2)CO)O[C@@H]2CNCCC2)C